(R)-(4-cyclopropyloxazol-5-yl)(4-(4-methylpyrazolo[1,5-a]pyridin-2-yl)-1,4,6,7-tetrahydro-5H-imidazo[4,5-c]pyridin-5-yl)methanone C1(CC1)C=1N=COC1C(=O)N1[C@H](C2=C(CC1)NC=N2)C2=NN1C(C(=CC=C1)C)=C2